N-((1R)-3-cyano-3-azabicyclo[3.1.0]hexan-1-yl)-5-(3-(4-fluorophenoxy)pyridin-4-yl)-1H-pyrazole-3-carboxamide C(#N)N1C[C@]2(CC2C1)NC(=O)C1=NNC(=C1)C1=C(C=NC=C1)OC1=CC=C(C=C1)F